COC1=CC=2N(C3=CC=CC=C3C2C=C1)C1=C(C(=C(C(=C1C#N)N1C2=CC=CC=C2C=2C=CC(=CC12)OC)N1C2=CC=CC=C2C=2C=CC(=CC12)OC)N1C2=CC=CC=C2C=2C=CC(=CC12)OC)C#N 2,4,5,6-tetrakis(2-methoxycarbazol-9-yl)benzene-1,3-dinitrile